BrC(C(=O)C1=CC=C(C=C1)OC)C1CC1 2-bromo-2-cyclopropyl-1-(4-methoxyphenyl)ethanone